FC(C(=O)O)(F)F.N1=CN=CC=C1S(=O)(=O)N Pyrimidin-6-sulfonamide trifluoroacetate